ClC1=C(C=CC=C1C1C(NC(CC1)=O)=O)C1=CC=C(C=C1)N1CCC(CC1)CN1C(C=CC=C1)=O 3-(2-chloro-4'-(4-((2-oxopyridin-1(2H)-yl)methyl)piperidin-1-yl)-[1,1'-biphenyl]-3-yl)piperidine-2,6-dione